(7R,14R)-11-chloro-1-(difluoromethoxy)-6-(methyl-d3)-6,7-dihydro-7,14-methanobenzo[f]pyrido[3',2':4,5]imidazo[1,2-a][1,4]diazocin-5(14H)-one ClC=1C=CC=2N=C3N([C@H]4C5=C(C(N([C@@H]3C4)C([2H])([2H])[2H])=O)C=CC=C5OC(F)F)C2N1